2-butyl-5-nitrobenzofuran-3-carboxylic acid C(CCC)C=1OC2=C(C1C(=O)O)C=C(C=C2)[N+](=O)[O-]